N-(3,4-Dichlorophenyl)-N1-(3-fluorophenyl)-6-morpholin-4-yl-[1,3,5]triazine-2,4-diamine ClC=1C=C(C=CC1Cl)NC1N(C(=NC(=N1)N)N1CCOCC1)C1=CC(=CC=C1)F